[γ-(methacryloyloxy)propyl]trimethoxysilane C(C(=C)C)(=O)OCCC[Si](OC)(OC)OC